N-(4,4-dimethylcyclohexyl)-4H-pyrrolo[2,3-d]thiazole-5-carboxamide CC1(CCC(CC1)NC(=O)C1=CC2=C(N=CS2)N1)C